N-((6-(tert-butyl)-3-methoxypyridin-2-yl)sulfonyl)-5-(5-fluoropyridin-2-yl)quinoline-2-carboxamide C(C)(C)(C)C1=CC=C(C(=N1)S(=O)(=O)NC(=O)C1=NC2=CC=CC(=C2C=C1)C1=NC=C(C=C1)F)OC